(4-(Cyclohexyloxy)benzoyl)glycine tert-butyl ester C(C)(C)(C)OC(CNC(C1=CC=C(C=C1)OC1CCCCC1)=O)=O